tert-butyl N-[(1R,5S)-8-azabicyclo[3.2.1]octan-3-yl]-N-cyclopropyl-carbamate [C@H]12CC(C[C@H](CC1)N2)N(C(OC(C)(C)C)=O)C2CC2